CN(C1=CC=C(S1)\C=C/1\C(=NOC1=O)C1=CC=C(C#N)C=C1)C (Z)-4-(4-((5-(dimethylamino)thiophen-2-yl)methylene)-5-oxo-4,5-dihydroisoxazol-3-yl)benzonitrile